(S)-quinuclidin-3-yl (7-(4-chlorophenyl)-3,3-dimethylchroman-4-yl)carbamate ClC1=CC=C(C=C1)C1=CC=C2C(C(COC2=C1)(C)C)NC(O[C@@H]1CN2CCC1CC2)=O